tert-butyl (4-(2-(cyclohex-1-en-1-yl)vinyl)thiazol-2-yl)carbamate C1(=CCCCC1)C=CC=1N=C(SC1)NC(OC(C)(C)C)=O